((7aR,8R,10R,10aR)-10-(4-aminopyrrolo[2,1-f][1,2,4]triazin-7-yl)-10-cyano-2,6-dioxooctahydro-2H-furo[3,4-b][1,4]dioxonin-8-yl)methyl (tetrahydrofuran-3-yl) carbonate C(OC[C@H]1O[C@@]([C@@H]2OC(CCCC(O[C@@H]21)=O)=O)(C#N)C2=CC=C1C(=NC=NN12)N)(OC1COCC1)=O